CN[C@@H]1CCN(C2=CC(=CC=C12)C(F)(F)F)C(C)=O (R)-1-(4-(methylamino)-7-(trifluoromethyl)-3,4-dihydroquinolin-1(2H)-yl)ethan-1-one